C(C)(C)(C)[Si](OC[C@H](C[C@H](C)O)C=C)(C1=CC=CC=C1)C1=CC=CC=C1 (2S,4R)-4-(((tert-butyl-diphenyl-silyl)oxy)methyl)hex-5-en-2-ol